7-(2-fluoro-6-hydroxyphenyl)-6-methyl-4-((2S)-2-methyl-4-(2-propenoyl)-1-piperazinyl)-1-(2-(2-propanyl)phenyl)-pyrido[2,3-d]-pyrimidin-2(1H)-one FC1=C(C(=CC=C1)O)C=1C(=CC2=C(N(C(N=C2N2[C@H](CN(CC2)C(C=C)=O)C)=O)C2=C(C=CC=C2)C(C)C)N1)C